CC1(NC(CC(C1)C(C(=O)[O-])(C(=O)[O-])C1CC(NC(C1)(C)C)(C)C)(C)C)C bis(2,2,6,6-tetramethyl-4-piperidinyl)-malonate